C(C1=CC=CC=C1)N1C2=NC=NC(=C2N=C1C1=C(C=C(C=C1)OCCN1[C@H](CNCC1)C(F)F)Cl)OC1(CC1)C |r| (racemic)-9-benzyl-8-(2-chloro-4-(2-(2-(difluoromethyl)piperazin-1-yl)ethoxy)phenyl)-6-(1-methylcyclopropoxy)-9H-purine